4-oxo-6-[2-pyrimidin-2-ylcyclobutyl]-1-{1-[4-(trifluoromethyl)phenyl]ethyl}-4,5-dihydro-1H-pyrazolo[3,4-d]pyrimidine-3-carbonitrile O=C1C2=C(N=C(N1)C1C(CC1)C1=NC=CC=N1)N(N=C2C#N)C(C)C2=CC=C(C=C2)C(F)(F)F